(3-(4-(carboxymethyl)-2,5-dihydroxybenzamido)phenyl)acetic acid C(=O)(O)CC1=CC(=C(C(=O)NC=2C=C(C=CC2)CC(=O)O)C=C1O)O